6-(1-(2-azaspiro[3.3]hept-6-yl)piperidin-4-yl)-2-(3,4-dimethoxyphenyl)-1,4-dimethyl-1H-benzo[d]imidazole tri-hydrochloride Cl.Cl.Cl.C1NCC12CC(C2)N2CCC(CC2)C=2C=C(C1=C(N(C(=N1)C1=CC(=C(C=C1)OC)OC)C)C2)C